ClC=1C=C(C=CC1F)C1=C(C=C2C(=NC(N3C2=C1SC[C@@H](C3)OC)=O)N3CCNCC3)C(F)(F)F (R)-11-(3-chloro-4-fluorophenyl)-3-methoxy-8-(piperazin-1-yl)-10-(trifluoromethyl)-3,4-dihydro-2H,6H-[1,4]thiazepino[2,3,4-ij]quinazolin-6-one